ClC=1N=C(C(=NC1)C1=CC=CC=C1)C1=CC=CC=C1 5-chloro-2,3-diphenyl-pyrazine